FC1=CC=C(C=C1)C1SCCC1 2-p-fluorophenyl-tetrahydrothiophene